C(C)C(COC=1C=C(C=C(C1)CCCCCCCCCCCCCCC)C1=CC=C(C=C1)CO)CCCC (3'-((2-ethylhexyl)oxy)-5'-pentadecyl-[1,1'-biphenyl]-4-yl)methanol